tert-butyl (R)-3-(4-(3H-[1,2,3]triazolo[4,5-b]pyridin-3-yl)-N-(2-bromothieno[3,2-c]pyridin-4-yl)-2-fluorobenzamido)piperidine-1-carboxylate N1=NN(C2=NC=CC=C21)C2=CC(=C(C(=O)N(C1=NC=CC3=C1C=C(S3)Br)[C@H]3CN(CCC3)C(=O)OC(C)(C)C)C=C2)F